methyl (2E)-4-{6-[(3-methyloxetan-3-yl)sulfamoyl]-2,4-dioxo-1H-quinazolin-3-yl}but-2-enoate CC1(COC1)NS(=O)(=O)C=1C=C2C(N(C(NC2=CC1)=O)C/C=C/C(=O)OC)=O